[3-(dimethylamino)azetidin-1-yl]-[6-[4-[(3R)-3-[(2,5,7-trimethyl-[1,2,4]triazolo[1,5-a]pyrimidin-6-yl)oxy]pyrrolidin-1-yl]phenyl]pyridazin-3-yl]methanone CN(C1CN(C1)C(=O)C=1N=NC(=CC1)C1=CC=C(C=C1)N1C[C@@H](CC1)OC=1C(=NC=2N(C1C)N=C(N2)C)C)C